6-bromo-3-[(8-fluoro-2-methyl-imidazo[1,2-a]pyridin-6-yl)amino]-1-tetrahydropyran-2-yl-indazole-4-carboxamide BrC=1C=C(C=2C(=NN(C2C1)C1OCCCC1)NC=1C=C(C=2N(C1)C=C(N2)C)F)C(=O)N